vanadium-lead-zinc [Zn].[Pb].[V]